5-(4-methoxyphenyl)-pyrido[2,3-d]pyrimidin-4(3H)-one COC1=CC=C(C=C1)C1=CC=NC=2N=CNC(C21)=O